1-((tert-butoxycarbonyl) (methyl) amino)-8,9-difluoro-6-methoxy-1,2,3,4-tetrahydrophenanthridin-4-yl acetate C(C)(=O)OC1CCC(C2=C3C=C(C(=CC3=C(N=C12)OC)F)F)N(C)C(=O)OC(C)(C)C